O=C1NC=C(C(N1)=O)C=1C=C(C=2N(N1)C=CN2)[C@@H]2[C@H](C2)C2=CC(=C(C#N)C(=C2)F)F 4-((1S,2S)-2-(6-(2,4-dioxo-1,2,3,4-tetrahydropyrimidin-5-yl)imidazo[1,2-b]pyridazin-8-yl)cyclopropyl)-2,6-difluorobenzonitrile